1-cyclopropyl-6-fluoro-5-[2-(trimethylsilyl)ethynyl]-1,3-benzodiazole C1(CC1)N1C=NC2=C1C=C(C(=C2)C#C[Si](C)(C)C)F